CC=1C=C(\C=N\NC2=C3N=CN(C3=NC(=N2)N2CCOCC2)CC(=O)C2=CC=NC=C2)C=CC1 (E)-2-(6-(2-(3-methylbenzylidene)hydrazinyl)-2-morpholino-9H-purin-9-yl)-1-(pyridin-4-yl)ethan-1-one